(S)-l-1-(4,4-difluorocyclohex-1-en-1-yl)-8-((3S,5R)-3,5-dimethylpiperazin-1-yl)-3-(pyrazin-2-yloxy)-10-(trifluoromethyl)-3,4-dihydro-2H,6H-[1,4]thiazepino[2,3,4-ij]quinazolin-6-one FC1(CC=C(CC1)S1C[C@H](CN2C(N=C(C3=CC(=CC1=C23)C(F)(F)F)N2C[C@@H](N[C@@H](C2)C)C)=O)OC2=NC=CN=C2)F